3,7,9-Triazabicyclo[3.3.1]nonane-3-carboxylic acid-2-(trimethylsilyl)ethyl ester C[Si](CCOC(=O)N1CC2CNCC(C1)N2)(C)C